8-bromo-N-(2,4-dimethoxybenzyl)-3-methylimidazo[1,5-a]quinoxalin-4-amine BrC1=CC=C2N=C(C=3N(C2=C1)C=NC3C)NCC3=C(C=C(C=C3)OC)OC